C(C=1C(C(=O)OC(C)C)=CC=CC1)(=O)OC(C)C phthalic acid, di(2-propyl) ester